BrC1=C(C(=C2C(NC(=NC2=C1)Cl)=O)OCOC(=O)N1C2CNCC1CC2)Cl ((7-bromo-2,6-dichloro-4-oxo-3,4-dihydroquinazolin-5-yl)oxylmethyl)-3,8-diazabicyclo[3.2.1]octane-8-carboxylate